ClC1=CC=NC2=CC(=C(C=C12)C1=C(C=C(C=C1)C(=O)N1CCOCC1)F)F (4-(4-chloro-7-fluoroquinolin-6-yl)-3-fluorophenyl)(morpholino)methanone